4-(4-formylpiperidin-1-yl)benzonitrile C(=O)C1CCN(CC1)C1=CC=C(C#N)C=C1